pentan-3-yl (1-(((2S,3s,4R,5R)-5-(4-amino-2-oxopyrimidin-1(2H)-yl)-2,4-difluoro-3-hydroxy-4-methyltetrahydrofuran-2-yl)methoxy)(phenoxy)phosphoryl)-L-alaninate NC1=NC(N(C=C1)[C@H]1[C@]([C@@H]([C@@](O1)(F)COC1(OP(=O)=N[C@@H](C)C(=O)OC(CC)CC)CC=CC=C1)O)(C)F)=O